ClC=1C=2N(C=C(C1)S(=O)(=O)Cl)C(=CN2)C=2SC(=NN2)C(F)F 8-chloro-3-[5-(difluoromethyl)-1,3,4-thiadiazol-2-yl]imidazo[1,2-a]pyridine-6-sulfonyl chloride